tert-butyl (S)-(1-(4-(4-(3-hydroxyprop-1-yn-1-yl)thiazol-5-yl)phenyl)ethyl)carbamate OCC#CC=1N=CSC1C1=CC=C(C=C1)[C@H](C)NC(OC(C)(C)C)=O